dihydro-2H-pyrrole-1-oxide [NH+]1(CCC=C1)[O-]